{1-[1-(2-chloro-6-methoxyisonicotinoyl)piperidin-4-yl]-3-[4-(7H-pyrrolo[2,3-d]pyrimidin-4-yl)-1H-pyrazol-1-yl]azetidin-3-yl}acetonitrile ClC=1C=C(C(=O)N2CCC(CC2)N2CC(C2)(N2N=CC(=C2)C=2C3=C(N=CN2)NC=C3)CC#N)C=C(N1)OC